OC1=C(C=C(C(=C1)C(=O)O)O)C(=O)O.N1N=CC(=C1)C=CC1=CN=C(C(=N1)CO)N1CCC2(CC1)C(C1=CC=CC=C1C2)N (6-(2-(1H-pyrazol-4-yl)vinyl)-3-(1-amino-1,3-dihydrospiro[inden-2,4'-piperidin]-1'-yl)pyrazin-2-yl)methanol 2,5-Dihydroxy-1,4-benzenedicarboxylate